(E)-6,10-dimethylundeca-5,9-dien-2-yl acetat C(C)(=O)OC(C)CC\C=C(\CCC=C(C)C)/C